(R)-4-(4-(4-propenoylpiperazin-1-yl)phenyl)-6-(1-(2,3-dihydroxypropyl)-1H-pyrazol-4-yl)pyrazolo[1,5-a]pyridine-3-carbonitrile C(C=C)(=O)N1CCN(CC1)C1=CC=C(C=C1)C=1C=2N(C=C(C1)C=1C=NN(C1)C[C@H](CO)O)N=CC2C#N